CN1N=C2CN(CCC2=C1C1=CC=CC=C1)C(=O)C1=CC=NC2=CC=CC=C12 (2-methyl-3-phenyl-2,4,5,7-tetrahydro-6H-pyrazolo[3,4-c]pyridin-6-yl)(quinolin-4-yl)methanone